OP(=O)(OC1=CC=CC=C1)N[C@@H](C)C(=O)O (hydroxy(phenoxy)phosphoryl)-L-alanine